BrC1=C(C=CC=C1)[C@H](C)N1C=NC(=C1)C(=O)OCC ethyl 1-[(1S)-1-(2-bromophenyl) ethyl]-1H-imidazole-4-carboxylate